5-methyl-6-oxopyridazine CC1=CC=NNC1=O